1-((2-chlorothiazol-5-yl)methyl)-4-oxo-3-(1-ethyl-1H-indol-3-yl)-4H-pyrido[1,2-a]pyrimidinium ClC=1SC(=CN1)C[N+]1=C2N(C(C(=C1)C1=CN(C3=CC=CC=C13)CC)=O)C=CC=C2